C(C)(C)(C)OC(N[C@@H](C(C1=CC=C(C=C1)F)C1=CC=C(C=C1)F)C(=O)NC1=CC=C(C=C1)C1=C(C=NC=C1)OC)=O (S)-(1,1-bis(4-fluorophenyl)-3-((4-(3-methoxypyridin-4-yl)phenyl)amino)3-Oxopropan-2-yl)carbamic acid tert-butyl ester